OC(CCN1N=CC(=C1)C1=CN2C(S1)=C(C=N2)C(=O)NC=2C(=NC=C(C2)C(NCCN2C(CCC2)(C)C)=O)C)CO (1-(3,4-Dihydroxybutyl)-1H-pyrazol-4-yl)-N-(5-((2-(2,2-dimethylpyrrolidin-1-yl)ethyl)carbamoyl)-2-methylpyridin-3-yl)pyrazolo[5,1-b]thiazole-7-carboxamide